(3,4-dihydro-1H-spiro[naphthalene-2,2'-[1,3]dioxolan]-7-yl)methanol O1C2(OCC1)CC1=CC(=CC=C1CC2)CO